diphenylvinyltrichlorodisilan C1(=CC=CC=C1)C(=C[SiH2][Si](Cl)(Cl)Cl)C1=CC=CC=C1